(R)-2-(2,6-dioxopiperidin-3-yl)-7-methyl-5-(piperidin-4-yl)-3,5-dihydro-1H-pyrrolo[3,4-c]pyridine-1,4(2H)-dione O=C1NC(CC[C@H]1N1CC=2C(N(C=C(C2C1=O)C)C1CCNCC1)=O)=O